C(C=C)(=O)N1C[C@@H](N(C[C@H]1C)C=1C=2C(N(C(N1)=O)C=1C(=NC=CC1C)C(C)C)=NC(=C1C2OCC1)C1=C(C=CC=C1O)F)C 9-((2S,5R)-4-acryloyl-2,5-dimethylpiperazin-1-yl)-4-(2-fluoro-6-hydroxyphenyl)-6-(2-isopropyl-4-methylpyridin-3-yl)-3,6-dihydrofuro[2',3':4,5]pyrido[2,3-d]pyrimidin-7(2H)-one